(R)-(7-(4-fluorobenzoyl)-8-methyl-3-(3-methyl-1,2,4-thiadiazol-5-yl)-5,6,7,8-tetrahydroimidazo[1,5-a]pyrazin-1-yl)-pyrrolidin-2-one FC1=CC=C(C(=O)N2[C@@H](C=3N(CC2)C(=NC3N3C(CCC3)=O)C3=NC(=NS3)C)C)C=C1